4-[(3-{4-[(1-ethylpiperidin-4-yl)amino]-1-(2,2,2-trifluoroethyl)-1H-indol-2-yl}prop-2-yn-1-yl)amino]-3-methoxy-N-methylbenzamide C(C)N1CCC(CC1)NC1=C2C=C(N(C2=CC=C1)CC(F)(F)F)C#CCNC1=C(C=C(C(=O)NC)C=C1)OC